FC1=NC(=C2N=CN(C2=N1)C1OCCC1)NCC1=C(C(=CC=C1)O)O 2-fluoro-6-[(2,3-dihydroxybenzyl)amino]-9-(tetrahydrofuran-2-yl)-9H-purine